C(C)(C)(C)OC(NC=1C=NN(C1)CC=1C=NC(=C(C1)F)C(C)(C)O)=O (1-((5-fluoro-6-(2-hydroxy-prop-2-yl)pyridin-3-yl)methyl)-1H-pyrazol-4-yl)carbamic acid tert-butyl ester